2,2,2-trifluoroethyl 4-(((6-(isoindolin-2-ylmethyl)-4-oxo-4H-pyran-3-yl)oxy)methyl)piperidine-1-carboxylate C1N(CC2=CC=CC=C12)CC1=CC(C(=CO1)OCC1CCN(CC1)C(=O)OCC(F)(F)F)=O